FC1(CC12CC(C2)C(=O)O)F 1,1-difluorospiro[2.3]hexane-5-carboxylic acid